3-Phenyl-5-propionyl-2,3,4,5-tetrahydro-1,5-benzoxazepine C1(=CC=CC=C1)C1COC2=C(N(C1)C(CC)=O)C=CC=C2